(3S)-cis-3,6-Dimethyl-1,4-dioxane C[C@H]1CO[C@H](CO1)C